3-({[(1S)-6-[(3-methylphenyl)thio]-1,2,3,4-tetrahydronaphthalen-1-yl]methyl}amino)pyridine-4-carboxylic acid methyl ester COC(=O)C1=C(C=NC=C1)NC[C@H]1CCCC2=CC(=CC=C12)SC1=CC(=CC=C1)C